C(CC)OCC=O 2-PROPOXYACETALDEHYDE